(5α,6α)-7,8-didehydro-4,5-epoxy-3-methoxy-17-methyl-morphinan-6-ol COC=1C=CC=2C[C@@H]3[C@@H]4C=C[C@@H]([C@H]5[C@@]4(C2C1O5)CCN3C)O